1-mercaptopropan-2-ol SCC(C)O